C(C)(=O)[O-].C(C)(=O)[O-].[Pd+2].COC1=C(C=CC(=C1)OC)CNC1=NN=C(C2=CC(=CC=C12)C1=C(C#N)C=C(C(=C1)B1OC(C(O1)(C)C)(C)C)C)C 2-[1-[(2,4-DIMETHOXYPHENYL)METHYLAMINO]-4-METHYLPHTHALAZIN-6-YL]-5-METHYL-4-(4,4,5,5-TETRAMETHYL-1,3,2-DIOXABOROLAN-2-YL)BENZONITRILE Palladium(II) diacetate